Methyl 4-((2S,4S)-2-((S)-1-(tert-butoxycarbonyl) pyrrolidin-2-yl)-5-chloro-6-fluoro-2-phenyl-2,3-dihydrobenzofuran-4-yl)-5-fluoro-6-(2-((tetrahydro-2H-pyran-2-yl)oxy)ethoxy)nicotinate C(C)(C)(C)OC(=O)N1[C@@H](CCC1)[C@@]1(OC2=C(C1)C(=C(C(=C2)F)Cl)C2=C(C(=NC=C2C(=O)OC)OCCOC2OCCCC2)F)C2=CC=CC=C2